3α-hydroxy-5α-androstan-17β-yl succinate C(CCC(=O)[O-])(=O)O[C@@H]1[C@]2(C)[C@@H](CC1)[C@@H]1CC[C@H]3C[C@@H](CC[C@]3(C)[C@H]1CC2)O